N-(1,3-benzodioxol-4-ylmethyl)-1-[3-(2-pyridyl)phenyl]methan-amin O1COC2=C1C=CC=C2CNCC2=CC(=CC=C2)C2=NC=CC=C2